FC=1C(=C(C=CC1F)[C@@H]1[C@@H](O[C@]([C@@H]1C)(C(F)(F)F)C)C(=O)NC1=CC(=NC=C1)C(=O)N)O 4-((2R,3R,4R,5R)-3-(3,4-difluoro-2-hydroxyphenyl)-4,5-dimethyl-5-(trifluoromethyl)tetrahydrofuran-2-carboxamido)picolinamide